N[C@@H]1C2=CC=CC=C2CC12CCN(CC2)C=2N=CC(=NC2CO)C#CCN(C2=CC=C(C(=O)N)C=C2)C (S)-4-((3-(5-(1-Amino-1,3-dihydrospiro[indene-2,4'-piperidin]-1'-yl)-6-(hydroxymethyl)Pyrazin-2-yl)prop-2-yn-1-yl)(methyl)amino)benzamide